CS(=O)(=O)C1=CC=C(C2=C1CCO2)NCC#C 4-(methylsulfonyl)-N-(prop-2-yn-1-yl)-2,3-dihydrobenzofurane-7-amine